S-selanylcysteine [SeH]SC[C@H](N)C(=O)O